N-methyl-4-morpholino-2-[(2E)-2-(m-tolylmethylene)hydrazino]pyrrolo[2,1-f][1,2,4]triazine-6-carboxamide CNC(=O)C=1C=C2C(=NC(=NN2C1)N/N=C/C=1C=C(C=CC1)C)N1CCOCC1